C(C1=CC=CC=C1)OC1=NC(=CC=C1C1=NN(C2=CC(=CC=C12)C1(CCN(CC1)C(=O)OC(C)(C)C)O)C)OCC1=CC=CC=C1 tert-butyl 4-(3-(2,6-bis(benzyloxy)pyridin-3-yl)-1-methyl-1H-indazol-6-yl)-4-hydroxypiperidine-1-carboxylate